C1(CCCC1)N1C(=CC2=C1N=C(N=C2)NC2=NC=C(C=C2)N2CCN(CC2)CC2=NC=C(N=C2)N2C(NC(CC2)=O)=O)C(=O)N(C)C 7-cyclopentyl-2-((5-(4-((5-(2,4-dioxotetrahydropyrimidin-1(2H)-yl)pyrazin-2-yl)methyl)piperazin-1-yl)pyridin-2-yl)amino)-N,N-dimethyl-7H-pyrrolo[2,3-d]pyrimidine-6-carboxamide